N[C@H](C(=O)O)CCC1=C(C=CC=C1)O (S)-2-amino-4-(2-hydroxyphenyl)butanoic acid